FC=1C=C2C=CN=C(C2=CC1)C=O 6-Fluoroisoquinoline-1-carboxaldehyde